5,6-diamino-1-(4-(difluoromethoxy)phenyl)pyrimidine-2,4(1H,3H)-dione NC=1C(NC(N(C1N)C1=CC=C(C=C1)OC(F)F)=O)=O